ClC1=CC=C2C(=NC(N(C2=C1)C1=CC(=CS1)C(=O)O)=O)N(C)C 5-(7-chloro-4-(dimethylamino)-2-oxoquinazolin-1(2H)-yl)thiophene-3-carboxylic acid